3,5-Bis(2-bromobenzyl)-1-methylpiperidin-4-one BrC1=C(CC2CN(CC(C2=O)CC2=C(C=CC=C2)Br)C)C=CC=C1